3-(3-(4-((4-Aminopiperidin-1-yl)methyl)phenyl)-5-(3-fluorophenyl)-3H-imidazo[4,5-b]pyridin-2-yl)pyridin-2-amine NC1CCN(CC1)CC1=CC=C(C=C1)N1C(=NC=2C1=NC(=CC2)C2=CC(=CC=C2)F)C=2C(=NC=CC2)N